4-{[3-benzyl-5-(2-cyclopropylaminobenzo[d]thiazol-6-yl)-1H-pyrazol-1-yl]methyl}-N-hydroxybenzoamide C(C1=CC=CC=C1)C1=NN(C(=C1)C1=CC2=C(N=C(S2)NC2CC2)C=C1)CC1=CC=C(C(=O)NO)C=C1